Succinimidyl 3-(2-pyridyldithio)-propionate N1=C(C=CC=C1)SSCCC(=O)ON1C(CCC1=O)=O